4-((4-((3-hydroxyoxepan-4-yl)oxy)-5-(trifluoromethyl)pyrimidin-2-yl)amino)benzenesulfonamide OC1COCCCC1OC1=NC(=NC=C1C(F)(F)F)NC1=CC=C(C=C1)S(=O)(=O)N